CN(CCCC)C dimethyl-butylamine